3-methyl-5-(pyrimidin-2-yl)aniline CC=1C=C(N)C=C(C1)C1=NC=CC=N1